C1(CCCC1)C1=CC(=NN1)NC1=NC(=NC=C1)N1C2CC(C1)(C2)CNCCS(=O)(=O)C N-(5-Cyclopentyl-1H-pyrazol-3-yl)-2-[4-[(2-methylsulfonylethylamino)methyl]-2-azabicyclo[2.1.1]hexan-2-yl]pyrimidin-4-amine